4-(7-(((1R,2S)-2-(3,4-difluorophenyl)cyclopropyl)amino)-5-(propylsulfanyl)-3H-[1,2,3]triazolo[4,5-d]pyrimidin-3-yl)tetrahydrofuran-2-carbaldehyde FC=1C=C(C=CC1F)[C@H]1[C@@H](C1)NC=1C2=C(N=C(N1)SCCC)N(N=N2)C2CC(OC2)C=O